acrylic acid chromium salt [Cr+3].C(C=C)(=O)[O-].C(C=C)(=O)[O-].C(C=C)(=O)[O-]